12H-pyrazino[2,1-c]Pyrido[3,4-f][1,4]Oxazepin-8(6H)-carboxylic acid tert-butyl ester C(C)(C)(C)OC(=O)N1C=C2COC3=C(CN2C=C1)C=NC=C3